C(#N)C1=C(OC=2C=C3C(N(C=NC3=CC2)CCCC2CCN(CC2)C(CN2CCC(CC2)C2=C(C=C(C=C2)C2C(NC(CC2)=O)=O)F)=O)=O)C(=CC=C1NS(N(C)CC)(=O)=O)F 6-[2-cyano-3-[[ethyl(methyl)sulfamoyl]amino]-6-fluoro-phenoxy]-3-[3-[1-[2-[4-[4-(2,6-dioxo-3-piperidyl)-2-fluoro-phenyl]-1-piperidyl]acetyl]-4-piperidyl]propyl]-4-oxo-quinazoline